FC(C(F)(F)OCF)(C(F)(F)F)F fluoromethyl heptafluoropropyl ether